N1(CCNCC1)C(=O)C1CCOCC1 Piperazin-1-yl-(tetrahydro-2H-pyran-4-yl)methanone